N-(4-(2-((4-(4-((4-(4-((2,6-dioxopiperidin-3-yl)amino)phenyl)piperazin-1-yl)methyl)piperidin-1-yl)phenyl)amino)pyrimidin-4-yl)-2-methylbenzyl)-3-isopropoxyazetidine-1-carboxamide O=C1NC(CCC1NC1=CC=C(C=C1)N1CCN(CC1)CC1CCN(CC1)C1=CC=C(C=C1)NC1=NC=CC(=N1)C1=CC(=C(CNC(=O)N2CC(C2)OC(C)C)C=C1)C)=O